N,N-dimethylaminoacetyl chloride hydrochloride Cl.CN(C)CC(=O)Cl